BrC1=CC2=NC(=C3C(=C2S1)N(C(=N3)CCCC)C(=O)OC(C)(C)C)NC(C)(C)C tert-butyl 7-bromo-2-butyl-4-(tert-butylamino)-1H-imidazo[4,5-d]thieno[3,2-b]pyridine-1-carboxylate